(E)-Butyl ether C(CCC)OCCCC